1-oxo-2-oxopentanecarbamate O=C(C(CCC)=O)NC(=O)[O-]